C(#N)\N=C(\NC[C@H](CC1=CC=CC=C1)N(C)C)/NC(CC=1OC=CC1)C (Z)-2-cyano-1-((S)-2-(dimethylamino)-3-phenylpropyl)-3-(1-(furan-2-yl)propan-2-yl)guanidine